C(C=C)N1C(=NN=C1)C1=CC=CC(=N1)N(C(OC(C)(C)C)=O)C(C1=C(C=CC(=C1)N1CCOCC1)OCC=C)=O tert-Butyl (6-(4-allyl-4H-1,2,4-triazol-3-yl)pyridin-2-yl)(2-(allyloxy)-5-morpholinobenzoyl)carbamate